(3-(5-chloro-2-(difluoromethoxy)phenyl)-1H-pyrazol-4-yl)-6-fluoro-pyrazolo[1,5-a]Pyrimidine-3-carboxamide ClC=1C=CC(=C(C1)C1=NNC=C1C1=NN2C(N=CC(=C2)F)=C1C(=O)N)OC(F)F